4-[2-(3-methyl-1,2,4-oxadiazol-5-yl)-6-azaspiro[3.4]oct-6-yl]-1-phenylcyclohexanecarbonitrile CC1=NOC(=N1)C1CC2(C1)CN(CC2)C2CCC(CC2)(C#N)C2=CC=CC=C2